Isobutylisobutyldimethoxysilane C(C(C)C)[Si](OC)(OC)CC(C)C